(E)-4-(allyloxy)-4-oxobut-2-enoic acid C(C=C)OC(/C=C/C(=O)O)=O